Methyl 3-(3-chlorophenyl)-3-oxopropionate ClC=1C=C(C=CC1)C(CC(=O)OC)=O